CC1=C2N(CCN(C2=CC=C1)C([2H])([2H])[2H])S(=O)(=O)C1=C(C=C(C=C1)N1C=NC(=C1)C)C 5-methyl-4-[2-methyl-4-(4-methylimidazol-1-yl)phenyl]sulfonyl-1-(trideuteriomethyl)-2,3-dihydroquinoxaline